C(C)(=O)N[C@@H](C(=O)NC1CN(CC12CN(C2)C(=O)[C@@H]2C(C2)(C)C)C(=O)C=2C=NN(C2)CC2=CC=CC=C2)[C@H](C)OCC2CCCCC2 (2R,3S)-2-acetamido-N-(6-(1-benzyl-1H-pyrazole-4-carbonyl)-2-((S)-2,2-dimethylcyclopropane-1-carbonyl)-2,6-diazaspiro[3.4]octan-8-yl)-3-(cyclohexylmethoxy)butanamide